[Hf].ClC=CC(F)(F)F 1-chloro-3,3,3-trifluoropropene hafnium